C(C)(C)(C)OC(=O)N1CC(CC1)(C)OC(=O)N1CCN(CC1)C1=NC=2N(C=C1)N=CC2C=2C(=NC=CC2)OC (1-tert-Butoxycarbonyl-3-methyl-pyrrolidin-3-yl)-4-[3-(2-methoxy-3-pyridyl)pyrazolo[1,5-a]pyrimidin-5-yl]piperazine-1-carboxylate